trichlorophosphonium Cl[PH+](Cl)Cl